FC(C(=O)O)(F)F.ClC1=NC=CC(=C1N)I 2-chloro-4-iodopyridin-3-amine trifluoroacetate salt